C(C)N1CC(O[Sn]2(OC(C1)(C)C)OC(CN(CCO2)CC)(C)C)(C)C 4,12-diethyl-2,2,6,6,10,10-hexamethyl-1,7,9,15-tetraoxa-4,12-diaza-8-stannaspiro[7.7]pentadecane